1-chloro-3-(4-((3,5-dichloro-4-(3-(ethylsulfonyl)-2-hydroxypropoxy)phenyl)sulfonyl)phenoxy)propan-2-ol Tert-butyl-4-(6-nitropyridin-3-yl)piperazine-1-carboxylate C(C)(C)(C)C1N(CCN(C1)C=1C=NC(=CC1)[N+](=O)[O-])C(=O)OC(CCl)COC1=CC=C(C=C1)S(=O)(=O)C1=CC(=C(C(=C1)Cl)OCC(CS(=O)(=O)CC)O)Cl